CC(C(=O)O[C@@H](C)C1=C(C(=CC=C1)Br)OC)C1(OCCCCO1)CC1=C(C=CC(=C1)Cl)[N+](=O)[O-] (S)-1-(3-bromo-2-methoxyphenyl)ethan-1-ol Methyl-[2-(5-chloro-2-nitrobenzyl)-1,3-dioxepan-2-yl]acetate